C(C)C1N(CN(C1)CCC#N)N1C=NC=2C1=C1C(=NC2)NC=C1 3-(4-Ethyl-3-(imidazo[4,5-d]pyrrolo[2,3-b]pyridin-1(6H)-yl)imidazolidin-1-yl)propionitrile